(S)-3-(1-(2-(5,6,7,8-tetrahydro-1,8-naphthyridin-2-yl)ethyl)-1H-pyrazole-3-carboxamido)-2-((2,4,6-trimethylphenyl)sulphonamido)propanoic acid N1=C(C=CC=2CCCNC12)CCN1N=C(C=C1)C(=O)NC[C@@H](C(=O)O)NS(=O)(=O)C1=C(C=C(C=C1C)C)C